N-(phenanthren-9-yl)quinoline-2-carboxamide (6,8-difluoro-1-naphthyl)trifluoromethanesulfonate FC=1C=C2C=CC=C(C2=C(C1)F)OS(=O)(=O)C(F)(F)F.C1=CC=CC=2C3=CC=CC=C3C(=CC12)NC(=O)C1=NC2=CC=CC=C2C=C1